dioleoyl adipate C(CCCCC(=O)OC(CCCCCCC\C=C/CCCCCCCC)=O)(=O)OC(CCCCCCC\C=C/CCCCCCCC)=O